The molecule is a carbotricyclic compound that is 1,2,3,4-tetrahydroanthracene-9,10-dione substituted by hydroxy groups at positions 1, 2, 3 and 8 and a methyl group at position 6. It is isolated from a pleosporalean ascomycete (MF7028), an endophytic fungus from Anthyllis vulneraria and exhibits modest antibacterial activity against a number of bacterial strains. Additionally it exhibits cytotoxicity against HeLa cells. It has a role as a metabolite, an antibacterial agent and an antineoplastic agent. It is a member of phenols, a carbotricyclic compound, a secondary alcohol and a member of p-quinones. CC1=CC2=C(C(=C1)O)C(=O)C3=C(C2=O)C[C@@H]([C@@H]([C@@H]3O)O)O